(R)-2-amino-3-(pyrimidin-2-ylamino)propanoic acid hydrochloride Cl.N[C@@H](C(=O)O)CNC1=NC=CC=N1